CN(C=1C=C(CN(C=2OC=C(N2)COCCN2CCOCC2)CC2=CC(=CC=C2)OC)C=CC1)C N-(3-(dimethylamino)benzyl)-N-(3-methoxybenzyl)-4-((2-morpholinoethoxy)methyl)oxazol-2-amine